N1C=NC(=C1C(=O)OCC)C(=O)OCC diethyl 1H-imidazole-4,5-dicarboxylate